C1(CC1)COC1=CC=C(CC2CC23CNC(N(C3)C3CCN(CC3)C)=O)C=C1 (4-(cyclopropylmethoxy)benzyl)-7-(1-methylpiperidin-4-yl)-5,7-diazaspiro[2.5]octan-6-one